OC(CNC1=CC=C(C=C1)N)C N-(β-hydroxypropyl)-para-phenylenediamine